C12(OCCN3C1=CC(=C3)CC(=O)O)CCCCC2 2-(3',4'-dihydrospiro[cyclohexane-1,1'-pyrrolo[2,1-c][1,4]oxazin]-7'-yl)acetic acid